(+/-)-3-aminobutan-1-ol N[C@@H](CCO)C |r|